6-[5-[[1-[2-(aminomethyl)-3,3-difluoro-allyl]-3-methyl-5-oxo-1,2,4-triazol-4-yl]methyl]-2-thienyl]-8-methyl-3,4-dihydro-1H-quinolin-2-one trifluoroacetate FC(C(=O)O)(F)F.NCC(CN1N=C(N(C1=O)CC1=CC=C(S1)C=1C=C2CCC(NC2=C(C1)C)=O)C)=C(F)F